C(C)(CC)C1=CC=C(C=C1)NC(=O)C1CCN(CC1)S(=O)(=O)C=1C=C(N(C1)C)C(=O)OC Methyl 4-((4-((4-(sec-butyl)phenyl) carbamoyl)piperidin-1-yl) sulfonyl)-1-methyl-1H-pyrrole-2-carboxylate